[(4-{2-tert-butyl-4-[2-fluoro-3-(propane-1-sulfonamido)phenyl]-1,3-thiazol-5-yl}pyrimidin-2-yl)amino]acetic acid C(C)(C)(C)C=1SC(=C(N1)C1=C(C(=CC=C1)NS(=O)(=O)CCC)F)C1=NC(=NC=C1)NCC(=O)O